tert-butyl (2S,5R)-4-(6-chloro-1-(3,5-diisopropylpyridazin-4-yl)-7-(2-fluorophenyl)-2-oxo-1,2-dihydropyrido[2,3-d]pyrimidin-4-yl)-2,5-dimethylpiperazine-1-carboxylate ClC1=CC2=C(N(C(N=C2N2C[C@@H](N(C[C@H]2C)C(=O)OC(C)(C)C)C)=O)C2=C(N=NC=C2C(C)C)C(C)C)N=C1C1=C(C=CC=C1)F